BrC=1C=C(C(=NC1)OCCCN(C)C)NS(=O)(=O)C1=CC(=CC=C1)OC N-(5-Bromo-2-(3-(dimethylamino)propoxy)pyridin-3-yl)-3-methoxybenzene-sulfonamide